phenanthrylphenylboric acid C1(=CC=CC=2C3=CC=CC=C3C=CC12)C1=C(C=CC=C1)OB(O)O